C[C@@H]1COCCN1C1=NC2=C(N=CC=C2C(=C1)C1(CC2CCC(C1)O2)C#N)C2=CC=NN2 3-(2-((R)-3-methylmorpholino)-8-(1H-pyrazol-5-yl)-1,7-naphthyridin-4-yl)-8-oxabicyclo[3.2.1]octane-3-carbonitrile